3-[[6-chloro-4-[2-[[6-methyl-2-(methylamino)pyrimidin-4-yl]amino]pyrazolo[1,5-a]pyridin-5-yl]-3-pyridyl]oxy]-2,2-dimethyl-propanenitrile ClC1=CC(=C(C=N1)OCC(C#N)(C)C)C1=CC=2N(C=C1)N=C(C2)NC2=NC(=NC(=C2)C)NC